(S)-1-Amino-4-(4-((4-methylpyridin-2-yl)carbamoyl)phenyl)-2-(1-propioloylpiperidin-2-yl)-1H-imidazol-5-carboxamid NN1C(=NC(=C1C(=O)N)C1=CC=C(C=C1)C(NC1=NC=CC(=C1)C)=O)[C@H]1N(CCCC1)C(C#C)=O